FC1=CC=C2C(=C(NC2=C1C=1C(=NN(C1C)C)C)C(=O)OCC)CCCOC1=CC=CC2=CC(=CC=C12)F ethyl 6-fluoro-3-(3-((6-fluoronaphthalen-1-yl)oxy)propyl)-7-(1,3,5-trimethyl-1H-pyrazol-4-yl)-1H-indole-2-carboxylate